[Al].OC=1C=CC=C2C=CC=NC12.OC=1C=CC=C2C=CC=NC12.OC=1C=CC=C2C=CC=NC12.[Al] Aluminum tris-(8-hydroxyquinoline) Aluminum